ethyl 2-(1-(4-(N,N-bis(4-methoxybenzyl) aminosulfonyl)-3-fluorobenzyl)-5-(3-bromophenyl)-2-(cyclopropylmethyl)-1H-pyrrole-3-yl)-5-methylthiazole-4-carboxylate COC1=CC=C(CN(S(=O)(=O)C2=C(C=C(CN3C(=C(C=C3C3=CC(=CC=C3)Br)C=3SC(=C(N3)C(=O)OCC)C)CC3CC3)C=C2)F)CC2=CC=C(C=C2)OC)C=C1